C(#C)C1=C(C(=CC=C1)F)C1=C(C=NC(=C1)C)C(=O)O 4-(2-ethynyl-6-fluorophenyl)-6-methylpyridine-3-carboxylic acid